Norbornane-2-spiro-2'-cyclopentanone C12(C(CCC1)=O)C1CCC(C2)C1